N(=C=O)CCC[Si](OC)(OC)CC γ-isocyanatopropylethyldimethoxysilane